methyl (R,S)-2,6-dimethylphenylaminopropionate CC1=C(C(=CC=C1)C)N[C@@H](C(=O)OC)C